N[C@@H](C(F)(F)F)C1=CC=CC(=N1)NC(=O)C1=C(C(=O)O)C=C(C=C1)C(F)(F)F 2-({6-[(1R)-1-amino-2,2,2-trifluoroethyl]pyridin-2-yl}carbamoyl)-5-(trifluoromethyl)benzoic acid